N(=[N+]=[N-])CCOCCOCCOCCOCCN 14-azido-3,6,9,12-tetraoxatetradecylamine